OC(CCOC[C@@H]1N(COC1=O)C(=O)O)(C)C (S)-4-((3-hydroxy-3-methylbutoxy)methyl)-5-oxooxazolidine-3-carboxylic acid